1-(3,5-dimethyl-4-pyridyl)ethanol CC=1C=NC=C(C1C(C)O)C